CNCC=1C=C(C#N)C=CN1 2-((methylamino)methyl)isonicotinonitrile